dipentaerythritol hexakis(3-mercapto propionate) SCCC(=O)OCC(COC(CCS)=O)(COCC(COC(CCS)=O)(COC(CCS)=O)COC(CCS)=O)COC(CCS)=O